COS(=O)(=O)[O-].C(C(=C)C)(=O)OCC[N+](C)(C)C 2-(methacryloyloxy)ethyltrimethylammonium methylsulfate